(4R)-4-[3-[3-[4-[1-(Hydroxymethyl)cyclopropyl]phenyl]azetidin-1-yl]-3-oxo-propyl]oxazolidin-2-one OCC1(CC1)C1=CC=C(C=C1)C1CN(C1)C(CC[C@H]1NC(OC1)=O)=O